Dimethyl-carbonat COC(OC)=O